Methyl (S)-2-aminovalerate hydrochloride Cl.N[C@H](C(=O)OC)CCC